tert-butyl ((2-(6-(5,6-dihydro-2H-pyran-3-yl)pyridin-2-yl)-1,6-naphthyridin-7-yl)methyl)carbamate O1CC(=CCC1)C1=CC=CC(=N1)C1=NC2=CC(=NC=C2C=C1)CNC(OC(C)(C)C)=O